(S)-3-oxo-2,2-dimethylcyclobutanecarboxylate O=C1C([C@H](C1)C(=O)[O-])(C)C